CC1=CC=C(C=C1)S(=O)(=O)O.FC1=CC=C(C=C1)C(CCCN1C[C@@H]2[C@@H](N3CCN(C=4C=CC=C2C34)C)CC1)=O 1-(4-fluorophenyl)-4-((6bR,10aS)-3-methyl-2,3,6b,9,10,10a-hexahydro-1H-pyrido[3',4':4,5]pyrrolo[1,2,3-de]quinoxalin-8(7H)-yl)butan-1-one 4-methylbenzenesulfonate